ClC1=C(C(=O)NC2=C(C(=CC(=C2)F)C2=NC3=C(N2)C=CC(=C3)F)C)C=CC(=C1F)F 2-chloro-3,4-difluoro-N-(5-fluoro-3-(5-fluoro-1H-benzo[d]imidazol-2-yl)-2-methylphenyl)benzamide